(4-(tert-butyl)phenyl)glycine C(C)(C)(C)C1=CC=C(C=C1)NCC(=O)O